C12CNCC2C1OC=1N=C(C(=NC1)C1=CNC2=C(C=CC=C12)C#N)C 3-(5-((3-azabicyclo[3.1.0]hexan-6-yl)oxy)-3-methylpyrazin-2-yl)-1H-indole-7-carbonitrile